C(C)N(C1=CC=C(C=C1)C=C(C#N)C(=O)C1CCNC1)CC 3-[4-(Diethylamino)phenyl]-2-(pyrrolidine-4-carbonyl)prop-2-enenitrile